(S)-ethyl 2-(tert-butoxy)-2-(7-(4-chlorophenyl)-5-methyl-2-(1-methyl-3-(3-(2-morpholinoethyl)-2-oxoimidazolidin-1-yl)-1H-indazol-5-yl)benzo[d]thiazol-6-yl)acetate C(C)(C)(C)O[C@H](C(=O)OCC)C1=C(C2=C(N=C(S2)C=2C=C3C(=NN(C3=CC2)C)N2C(N(CC2)CCN2CCOCC2)=O)C=C1C)C1=CC=C(C=C1)Cl